Diphenyl phenethyl phosphate P(=O)(OC1=CC=CC=C1)(OC1=CC=CC=C1)OCCC1=CC=CC=C1